N-(2-((3R,SR)-3-((5-(Difluoromethyl)pyrimidin-2-yl)amino)-5-fluoropiperidin-1-yl)-1,6-dimethyl-1H-benzo[d]imidazol-5-yl)acrylamide FC(C=1C=NC(=NC1)N[C@H]1CN(C[C@H](C1)F)C1=NC2=C(N1C)C=C(C(=C2)NC(C=C)=O)C)F |&1:13|